2-[4-(1,3-benzothiazol-2-ylmethyl)piperazin-1-yl]-N-ethylsulfonyl-4-isopropoxy-benzamide S1C(=NC2=C1C=CC=C2)CN2CCN(CC2)C2=C(C(=O)NS(=O)(=O)CC)C=CC(=C2)OC(C)C